4-(4-Cyclopentylthieno[2,3-b]pyridin-2-yl)-N-[5-(4-ethylpiperazin-1-yl)pyridin-2-yl]-5-fluoropyrimidin-2-amine C1(CCCC1)C1=C2C(=NC=C1)SC(=C2)C2=NC(=NC=C2F)NC2=NC=C(C=C2)N2CCN(CC2)CC